C(=CCCCC)C=1OCCCN1 2-hexenyl-4,5-dihydro-1,3-oxazine